N1CCNC2=CC=CC=C12 1,3-dihydro-1,4-naphthyridine